C[C@](CN[C@H](C(F)(F)F)C)(CCCC)NC=1C2=C(N=C(N1)N)C=CC=N2 N4-((R)-2-methyl-1-(((S)-1,1,1-trifluoropropan-2-yl)amino)hexan-2-yl)pyrido[3,2-d]pyrimidine-2,4-diamine